CN1N=C(C2=NC(=CC=C21)N)C=2C=NN(C2)C(F)(F)F 1-methyl-3-(1-(trifluoromethyl)-1H-pyrazol-4-yl)-1H-pyrazolo[4,3-b]pyridin-5-amine